(4-chlorobenzyl)-4-methyl-N-methylbenzamide ClC1=CC=C(CC2=C(C(=O)NC)C=CC(=C2)C)C=C1